ClC=1C=C(C=NC1OC1=CC=NC2=CC(=C(N=C12)OC)OCCOC)NC(=O)C1(CC1)C(=O)NC1=CC=C(C=C1)F 1-N'-[5-chloro-6-[[6-methoxy-7-(2-methoxyethoxy)-1,5-naphthyridin-4-yl]oxy]pyridin-3-yl]-1-N-(4-fluorophenyl)cyclopropane-1,1-dicarboxamide